hexyl (R)-(3-amino-3-oxo-1-(2-phenethyl-2H-tetrazol-5-yl)propyl)carbamate NC(C[C@H](C=1N=NN(N1)CCC1=CC=CC=C1)NC(OCCCCCC)=O)=O